(R)-(3-Aminopyrrolidin-1-yl)(2-(1-(cyclopropylmethyl)-1H-indol-2-yl)-3,4-dihydro-5-oxa-1,2a-diazaacenaphthylen-7-yl)methanon N[C@H]1CN(CC1)C(=O)C=1C=C2OCCN3C(=NC(C1)=C32)C=3N(C2=CC=CC=C2C3)CC3CC3